tert-butyl 2-{8-fluoro-7-[7-fluoro-3-(methoxymethoxy)-8-[2-(triisopropyl silyl)ethynyl]naphthalen-1-yl]-2-(methylsulfanyl)pyrido[4,3-d]pyrimidin-5-yl}pyrazolidine-1-carboxylate FC1=C(N=C(C2=C1N=C(N=C2)SC)N2N(CCC2)C(=O)OC(C)(C)C)C2=CC(=CC1=CC=C(C(=C21)C#C[Si](C(C)C)(C(C)C)C(C)C)F)OCOC